C[C@]1(NC(CC1)=O)C(=O)O (R)-2-methyl-5-oxopyrrolidine-2-carboxylic acid